1-(2-hydroxy-2-methyl-propoxy)-4-octadecyloxy-2,2,6,6-tetramethylpiperidine OC(CON1C(CC(CC1(C)C)OCCCCCCCCCCCCCCCCCC)(C)C)(C)C